BrC=1C=C2C(=NC1C=1SC=CC1Cl)N(CS2)C(CCC(=O)OC)=O methyl 4-[6-bromo-5-(3-chloro-2-thienyl)-2H-thiazolo[4,5-b]pyridin-3-yl]-4-oxo-butanoate